(7-bromo-2-methyl-5-nitro-3-{[tris(prop-2-yl)silyl]ethynyl}indazol-6-yl)(2-chloro-5-fluorophenyl)methanone BrC1=C(C(=CC2=C(N(N=C12)C)C#C[Si](C(C)C)(C(C)C)C(C)C)[N+](=O)[O-])C(=O)C1=C(C=CC(=C1)F)Cl